CC(CCCCC)NC1=CC=C(C=C1)NC(CCCCC)C di(methyl-hexyl)-p-phenylenediamine